[1,1'-biphenyl]-2',3',4',5',6'-d5-2-amine C=1(C(=CC=CC1)N)C1=C(C(=C(C(=C1[2H])[2H])[2H])[2H])[2H]